NC1=CC=CC(=N1)S(=O)(=O)NC(=O)C=1C(=NC(=CC1)C1=CC(=CC(=C1)OCC(C)C)F)N(CC1(CC1)C)C N-[(6-Amino-2-pyridyl)sulfonyl]-6-(3-fluoro-5-isobutoxyphenyl)-2-[methyl-[(1-methylcyclopropyl)methyl]amino]pyridin-3-carboxamid